Sebacic acid ammonium salt [NH4+].C(CCCCCCCCC(=O)[O-])(=O)[O-].[NH4+]